6'-Chloro-1'-(6-methyl-2-(methylthio)pyrimidin-4-yl)-1',2'-dihydrospiro[cyclopropane-1,3'-pyrrolo[3,2-c]pyridine] ClC1=CC2=C(C=N1)C1(CN2C2=NC(=NC(=C2)C)SC)CC1